NC1=C(C(=O)NC(C)C)C=C(C=N1)C1=C(C=C(C=C1)NC([C@@H](O)C1=CC(=CC(=C1)F)F)=O)OC (S)-2-amino-5-(4-(2-(3,5-difluorophenyl)-2-hydroxyacetamido)-2-methoxyphenyl)-N-isopropylnicotinamide